C(C(=C)C)(=O)OCC[N+](CCCS(=O)(=O)[O-])(C)C 3-[[2-(methacryloyloxy)ethyl]-dimethylammonio]propane-1-sulfonate